1-(tert-butyl) 5-methyl (tert-butylcarbonyl)-L-glutamate C(C)(C)(C)C(=O)N[C@@H](CCC(=O)OC)C(=O)OC(C)(C)C